N=1N(N=NC1)C1(CC1)CO (1-(2H-tetrazol-2-yl)cyclopropyl)methanol